2-propyl-4,4-dimethylhexanol C(CC)C(CO)CC(CC)(C)C